NC[C@@H]([C@@H](C)NC(OC(C)(C)C)=O)CC1=C(C=CC=C1)CNC(=O)OC(C)(C)C tert-butyl [(2R,3S)-4-amino-3-(2-{[(tert-butoxycarbonyl)amino]methyl}benzyl)butan-2-yl]carbamate